ClC1=CC(=C(C=O)C=C1)OC1=CC(=C(C=C1)C1=CN=C(N1C)CN(C)C)F 4-chloro-2-(4-(2-((dimethylamino)methyl)-1-methyl-1H-imidazol-5-yl)-3-fluorophenoxy)benzaldehyde